N1=C(C=CC=C1)C1(CC1)C(=O)O pyridin-2-yl[cyclopropanecarboxylic acid]